ClC=1C(=NC(=NC1)NC1CCOCC1)C=1C=C2C(=NC1)CN(C2=O)[C@@H](C(=O)O)C (R)-2-(3-(5-chloro-2-((oxacyclohex-4-yl)amino)pyrimidin-4-yl)-5-oxo-5,7-dihydro-6H-pyrrolo[3,4-b]pyridin-6-yl)propionic acid